6-chloro-N-(4-phenoxyphenyl)-1H-pyrazolo[3,4-d]pyrimidin-4-amine ClC1=NC(=C2C(=N1)NN=C2)NC2=CC=C(C=C2)OC2=CC=CC=C2